butyl 7-(3-(((benzyloxy)carbonyl)amino)propyl)-2,7-diazaspiro[3.5]nonane-2-carboxylate C(C1=CC=CC=C1)OC(=O)NCCCN1CCC2(CN(C2)C(=O)OCCCC)CC1